C(CCCN(CCCO)CCCCCC(=O)OCC(CCCCCCCC)CCCCCCCC)N(CCCO)CCCCCC(=O)OCC(CCCCCCCC)CCCCCCCC bis(2-octyldecyl) 6,6'-(butane-1,4-diylbis((3-hydroxypropyl)azanediyl))dihexanoate